CC(C(=O)NC1=CC=C(C=C1)C(F)(F)F)C 2-methyl-N-(4-(trifluoromethyl)phenyl)propionamide